BrC1=C(C(=C(C=C1)Cl)F)OCOC 1-bromo-4-chloro-3-fluoro-2-(methoxy-methoxy)benzene